(S)-4-((2-((2-ethyl-6,6-dimethyl-4,5,6,7-tetrahydrobenzofuran-7-yl)amino)-3,4-dioxocyclobut-1-en-1-yl)amino)-3-hydroxy-N,N-dimethylpicolinamide C(C)C=1OC2=C(C1)CCC([C@@H]2NC2=C(C(C2=O)=O)NC2=C(C(=NC=C2)C(=O)N(C)C)O)(C)C